FC(C1=CC=C(C=C1)C1=NC(=C(C=C1C(=O)C1=CC=CC=C1)C(=O)C1=CC=CC=C1)C1=CC=C(C=C1)C(F)(F)F)(F)F 2,6-bis(4-(trifluoromethyl)phenyl)pyridine-3,5-diyl-bis(phenylmethanone)